1-cyclopentyl-3-(oxiran-2-ylmethyl)imidazolidin-2-one C1(CCCC1)N1C(N(CC1)CC1OC1)=O